(R)-8-(5-(3-Chlorophenyl)pyrimidin-2-yl)-9-oxooctahydro-2H-pyrazino[1,2-a]pyrazin ClC=1C=C(C=CC1)C=1C=NC(=NC1)N1C([C@@H]2N(CCNC2)CC1)=O